S1C2=C(C=C1CCC1(CN(CC1)CC=1C=CC(=NC1)C)COCC)C=CC=C2 5-((3-(2-(benzo[b]thiophen-2-yl)ethyl)-3-(ethoxy-methyl)pyrrolidin-1-yl)methyl)-2-methylpyridine